2-[2-(1-piperidinyl)propoxy]propyl-N-methyl-N-isopropyl-amine N1(CCCCC1)C(COC(CN(C(C)C)C)C)C